ClC1=C(C(=O)NC2=C(C=C(C=C2)NC(OC(C)(C)C)=O)C)C=C(C=C1)NC(=O)[C@@H]1C([C@H]1C1=CC(=CC(=C1)Cl)Cl)(Cl)Cl tert-Butyl (4-(2-chloro-5-((1R,3R)-2,2-dichloro-3-(3,5-dichlorophenyl)cyclopropane-1-carboxamido)benzamido)-3-methylphenyl)carbamate